BrCC1=CC=C(C=C1)C1=NOC(=N1)C(F)(F)F 3-[4-(bromomethyl)phenyl]-5-(trifluoromethyl)-1,2,4-oxadiazole